allyl ((1R)-2-((2,5-difluoro-4-(trimethylsilyl)phenyl)amino)-1-(4-(methoxymethyl)phenyl)-2-oxoethyl)carbamate FC1=C(C=C(C(=C1)[Si](C)(C)C)F)NC([C@@H](C1=CC=C(C=C1)COC)NC(OCC=C)=O)=O